4-(5-bromo-2-formylphenyl)-piperazine-1-carboxylic acid tert-butyl ester C(C)(C)(C)OC(=O)N1CCN(CC1)C1=C(C=CC(=C1)Br)C=O